O=C1N(C(CN1C1=CC=C(C=C1)C(F)(F)F)=O)CC1=CC(=C(OC(C(=O)O)(C)C)C(=C1)C)C 2-(4-((2,5-Dioxo-3-(4-(trifluoromethyl)phenyl)imidazolidin-1-yl)methyl)-2,6-dimethylphenoxy)-2-methyl-propionic acid